(R) or (S)-5-(2,5-dichloro-4-(5-(8-chloro-6-(trifluoromethyl)imidazo[1,2-a]pyridine-2-yl)-1,2,4-oxadiazole-3-yl)phenoxy)piperidine-2-one ClC1=C(O[C@@H]2CCC(NC2)=O)C=C(C(=C1)C1=NOC(=N1)C=1N=C2N(C=C(C=C2Cl)C(F)(F)F)C1)Cl |o1:4|